(R)-3-(2-thienylethylamino)piperidine-1-carboxylic acid tert-butyl ester C(C)(C)(C)OC(=O)N1C[C@@H](CCC1)NCCC=1SC=CC1